N'-[3-(p-methoxybenzenesulfonyloxy)phenyl]urea COC1=CC=C(C=C1)S(=O)(=O)OC=1C=C(C=CC1)NC(N)=O